C(C(=C)C)(=O)OCCC[Si](OC(C)C)(OC(C)C)OC(C)C methacryloyloxypropyl-triisopropoxysilane